C(C)(C)(C)C1=NOC(C1)C (tert-butyl)-5-methyl-4,5-dihydroisoxazole